BOC-Cysteic acid C(=O)(OC(C)(C)C)N[C@@H](CS(=O)(O)=O)C(=O)O